N1=CC(=CC2=CC=CC=C12)C1(OC(=C(C1=O)O)N)C 2-(3-quinolinyl)-2-methyl-4-hydroxy-5-amino-3(2H)-furanone